ClC1=CC(=C(C=C1)CC(C(=O)OC(C)(C)C)N=C(C1=CC=CC=C1)C1=CC=CC=C1)C#N tert-butyl 3-(4-chloro-2-cyanophenyl)-2-((diphenylmethylene)amino)propanoate